CC(C(=O)O)(\C=C\CC(=O)O)C1=CC=C(C=C1)OC(F)(F)F 2-methyl-2-(4-trifluoromethoxy-phenyl)trans-3-hexenedioic acid